(2S)-2-[9H-fluoren-9-yl-methoxycarbonyl(methyl)amino]-3-(4-methoxyphenyl)propanoic acid C1=CC=CC=2C3=CC=CC=C3C(C12)COC(=O)N([C@H](C(=O)O)CC1=CC=C(C=C1)OC)C